C(CCCC)C1COCCC1CC(=O)[O-] 3-Pentyltetrahydropyran-4-ylacetate